Cl.NCC(=S)O 2-aminothioacetate hydrochloride Salt